C(C1=CC=CC=C1)N1C(C=CC(=C1)OC1=C(C=C(C=C1Cl)[N+](=O)[O-])Cl)=O 1-Benzyl-5-(2,6-dichloro-4-nitro-phenoxy)-pyridine-2(1H)-one